O=C1NC(CCC1N1C(C2=CC=C(C=C2C1)NC(=O)C1=NC=CN=C1)=O)=O N-(2-(2,6-dioxopiperidin-3-yl)-1-oxoisoindolin-5-yl)pyrazine-2-carboxamide